(2S,4R)-1-((S)-2-azido-3-methylbutanoyl)-4-hydroxy-N-(4-(4-methylthiazol-5-yl)benzyl)-pyrrolidine-2-carboxamide N(=[N+]=[N-])[C@H](C(=O)N1[C@@H](C[C@H](C1)O)C(=O)NCC1=CC=C(C=C1)C1=C(N=CS1)C)C(C)C